N-(4-chlorobenzyl)-N-vinylacetamide ClC1=CC=C(CN(C(C)=O)C=C)C=C1